C12CN(CC2C1)CCCOC=1C=C(C=CC1OC)NC1=NC=CC(=N1)NC N2-(3-(3-(3-azabicyclo[3.1.0]hexan-3-yl)propoxy)-4-methoxyphenyl)-N4-methylpyrimidine-2,4-diamine